FC(C=1C=CC2=C(OC3=C(C(=N2)N2CCN(CC2)CC(C(=O)OC)(C)C)C=CC(=C3)C)C1)F methyl 3-(4-(7-(difluoromethyl)-3-methyldibenzo[b,f][1,4]oxazepin-11-yl) piperazin-1-yl)-2,2-dimethylpropionate